C(C)N(C=1C=CC=2C(C3=CC=C(C=C3OC2C1)N(CC)CC)(NC1=C(C=CC=C1)Cl)C1=C(C(=O)O)C=CC=C1)CC 3,6-bis(diethylamino)-9-(ortho-chloroanilino)xanthenyl-benzoic acid